BrC=1C=C(C(=NC1)C(C(C(=O)OCC)C)=O)SCC ethyl 3-(5-bromo-3-ethylsulfanyl-2-pyridyl)-2-methyl-3-oxo-propionate